5-amino-6-(5-tert-butyl-1,3,4-oxadiazol-2-yl)-2H-benzimidazole-4-carboxylic acid NC1=C(C=2C(=NCN2)C=C1C=1OC(=NN1)C(C)(C)C)C(=O)O